C(C=C)N[C@@H](CCCNC(N)=N)C(=O)O Nα-allyl-arginine